2-(isopropylamino)pyridin C(C)(C)NC1=NC=CC=C1